FC=1C(=CC(=NC1)OC)C1=CC(=NN1)C(=O)N1C2(CC2)C[C@@H](CC1)NC(=O)C1CCC(CC1)(C(F)(F)F)O (1r,4R)-N-((R)-4-(5-(5-fluoro-2-methoxypyridin-4-yl)-1H-pyrazole-3-carbonyl)-4-azaspiro[2.5]octan-7-yl)-4-hydroxy-4-(trifluoromethyl)cyclohexane-1-carboxamide